N-TRIDECANEBORONIC ACID B(CCCCCCCCCCCCC)(O)O